NC1=NC=CC(=C1OC1CCOCC1)COC=1C(=NC=C(N1)Br)N 3-((2-amino-3-((tetrahydro-2H-pyran-4-yl)oxy)pyridin-4-yl)methoxy)-5-bromopyrazin-2-amine